1-(4-((4-(2-aminoethyl)piperazin-1-yl)methyl)benzyl)-2-butyl-1H-imidazo[4,5-d]thieno[3,2-b]pyridin-4-amine NCCN1CCN(CC1)CC1=CC=C(CN2C(=NC=3C2=C2C(=NC3N)C=CS2)CCCC)C=C1